6-[1-[dideuterio-[4-[5-(difluoromethyl)-1,3,4-oxadiazol-2-yl]-2,3-difluorophenyl]methyl]triazol-4-yl]-1,3-benzothiazol-2-amine [2H]C(N1N=NC(=C1)C1=CC2=C(N=C(S2)N)C=C1)(C1=C(C(=C(C=C1)C=1OC(=NN1)C(F)F)F)F)[2H]